C1(=CC=C(C=C1)C1=CC(=CC2=CC=CC=C12)Cl)C1=CC=CC=C1 1-([1,1'-biphenyl]-4-yl)-3-chloronaphthalene